tert-Butyl 6-(4-(4-((5-(tert-butyl)-1,2,4-oxadiazole-3-carboxamido)methyl)-3-methylphenyl)pyridin-3-yl)-2,6-diazaspiro[3.4]octane-2-carboxylate C(C)(C)(C)C1=NC(=NO1)C(=O)NCC1=C(C=C(C=C1)C1=C(C=NC=C1)N1CC2(CN(C2)C(=O)OC(C)(C)C)CC1)C